(R)-2-((8-amino-7-fluoro-6-(4-methylpyridin-3-yl)isoquinolin-3-yl)amino)-4,6-dimethyl-5,6-dihydro-4H-pyrazolo[1,5-d][1,4]diazepin-7(8H)-one NC=1C(=C(C=C2C=C(N=CC12)NC1=NN2CC(N(C[C@H](C2=C1)C)C)=O)C=1C=NC=CC1C)F